ethyl 4-(3-ethoxy-3-oxopropyl)-6-nitro-2-propylquinoline-3-carboxylate C(C)OC(CCC1=C(C(=NC2=CC=C(C=C12)[N+](=O)[O-])CCC)C(=O)OCC)=O